tert-butyl 1-(3-bromo-propyl)cyclopropane-1-carboxylate BrCCCC1(CC1)C(=O)OC(C)(C)C